[N+](=O)([O-])C=1C=C(C=CC1NCC1CCOCC1)S(=O)(=O)NC(C1=CC=C(C=C1)C1CCC(CC1)N1C(CCC1)C1=C(C=CC=C1)C(=C)C)=O N-((3-nitro-4-(((tetrahydro-2H-pyran-4-yl)methyl)amino)phenyl)sulfonyl)-4-(4-(2-(2-(prop-1-en-2-yl)phenyl)pyrrolidin-1-yl)cyclohexyl)benzamide